(R)-1-(1-(4-(2-Methoxyethoxy)-6-(3-methoxytetrahydrofuran-3-yl)pyridine-2-yl)-3-methyl-1H-pyrazolo[4,3-c]pyridine-6-yl)urea COCCOC1=CC(=NC(=C1)[C@]1(COCC1)OC)N1N=C(C=2C=NC(=CC21)NC(=O)N)C